2,3-dihydroxypropylphosphonic acid OC(CP(O)(O)=O)CO